7-Nitro-3,4-dihydroquinoline-2(1H)-one [N+](=O)([O-])C1=CC=C2CCC(NC2=C1)=O